N-((6-methoxy-3-pyridazinyl)methyl)-1,8-naphthyridine-3-carboxamide COC1=CC=C(N=N1)CNC(=O)C=1C=NC2=NC=CC=C2C1